2-(trimethylsilyl)ethyl (3-aminopropyl)carbamate NCCCNC(OCC[Si](C)(C)C)=O